isopropyl ((S)-(((2R,3S,5R)-5-(6-amino-2-fluoro-9H-purin-9-yl)-2-ethynyl-3-(((heptyloxy)carbonyl)oxy)tetrahydrofuran-2-yl)methoxy)(phenoxy)phosphoryl)-L-alaninate NC1=C2N=CN(C2=NC(=N1)F)[C@H]1C[C@@H]([C@@](O1)(C#C)CO[P@](=O)(OC1=CC=CC=C1)N[C@@H](C)C(=O)OC(C)C)OC(=O)OCCCCCCC